tert-Butyl 4-[[2-[3-[(5-fluoro-2-methyl-1,3-benzoxazol-6-yl) carbamoyl]phenyl]-5-(trifluoromethyl) pyrazol-3-yl]methoxy]benzoate FC=1C(=CC2=C(N=C(O2)C)C1)NC(=O)C=1C=C(C=CC1)N1N=C(C=C1COC1=CC=C(C(=O)OC(C)(C)C)C=C1)C(F)(F)F